C(C)OC(=O)C1=C(N=C(S1)NC1=NC(=CC(=N1)N1CC(C(CC1)O)CO)NCC1=CC=C(C=C1)S(=O)(=O)C)C 2-[[4-[4-hydroxy-3-(hydroxymethyl)-1-piperidinyl]-6-[[[4-(methylsulfonyl)phenyl]methyl]amino]-2-pyrimidinyl]amino]-4-methyl-5-thiazolecarboxylic acid ethyl ester